ClC=1C=C(C=CC1F)N(C(=O)[C@H]1N(C(N(C1)CCNS(=O)(=O)C)=O)C1=NC(=CC(=C1)C(F)(F)F)C)C (S)-N-(3-chloro-4-fluorophenyl)-N-methyl-3-(6-methyl-4-(trifluoromethyl)pyridin-2-yl)-1-(2-(methylsulfonylamino)ethyl)-2-oxoimidazolidine-4-carboxamide